CCC[C@@H](C(=O)O)N[C@@H](C)C(=O)N1[C@H]2CCCC[C@H]2C[C@H]1C(=O)O The molecule is a dipeptide obtained by formal condensation of one of the carboxy groups of N-[(1S)-1-carboxyethyl]-L-norvaline with the amino group of (2S,3aS,7aS)-octahydroindole-2-carboxylic acid. The major active metabolite of perindopril. It has a role as an antihypertensive agent, an EC 3.4.15.1 (peptidyl-dipeptidase A) inhibitor and a drug metabolite. It is an organic heterobicyclic compound, a dipeptide, a dicarboxylic acid and a L-alanine derivative.